(S)-3-(4-((1r,4S)-4-(4-(4-(3-amino-6-(2-hydroxyphenyl)pyridazin-4-yl)-1H-pyrazol-1-yl)piperidin-1-yl)cyclohexyl)-3,4-dihydroquinoxalin-1(2H)-yl)piperidine-2,6-dione NC=1N=NC(=CC1C=1C=NN(C1)C1CCN(CC1)C1CCC(CC1)N1CCN(C2=CC=CC=C12)[C@@H]1C(NC(CC1)=O)=O)C1=C(C=CC=C1)O